methyl-((4-((1-(3,3-difluorocyclobutyl)-1H-pyrazolo[3,4-b]pyrazin-6-yl) carbamoyl)-3-(6-azaspiro[2.5]oct-6-yl) phenyl) thio) acetate C(C)(=O)OSC1=C(C(=C(C=C1)C(NC1=CN=C2C(=N1)N(N=C2)C2CC(C2)(F)F)=O)N2CCC1(CC1)CC2)C